(2,3-xylylamino)-benzoic acid C1(=C(C(=CC=C1)C)C)NC1=C(C(=O)O)C=CC=C1